2-[1-[1-(2,6-dioxo-3-piperidyl)-3-methyl-2-oxo-benzimidazol-5-yl]-3,5-dimethyl-pyrazol-4-yl]-N-[5-fluoro-7-hydroxy-6-(1,1,4-trioxo-1,2,5-thiadiazolidin-2-yl)-2-naphthyl]acetamide O=C1NC(CCC1N1C(N(C2=C1C=CC(=C2)N2N=C(C(=C2C)CC(=O)NC2=CC1=CC(=C(C(=C1C=C2)F)N2S(NC(C2)=O)(=O)=O)O)C)C)=O)=O